[2-(dimethylamino)ethoxy]pyridin CN(CCOC1=NC=CC=C1)C